(4-((4-amino-1-(2-hydroxy-2-methylpropyl)-2-(pentan-2-yl)-1H-imidazo[4,5-c]quinolin-7-yl)methyl)phenyl)acetonitrile NC1=NC=2C=C(C=CC2C2=C1N=C(N2CC(C)(C)O)C(C)CCC)CC2=CC=C(C=C2)CC#N